FC1=C(C=CC(=C1F)C=1C=NNC1)C=1SC2=C(N1)SC(=N2)N(C2CC(NC(C2)(C)C)(C)C)C 5-[2,3-Difluoro-4-(1H-pyrazol-4-yl)phenyl]-N-methyl-N-(2,2,6,6-tetramethylpiperidin-4-yl)[1,3]thiazolo[5,4-d][1,3]thiazol-2-amin